7-((2R,4S)-4-((2,3-dihydrobenzo[b][1,4]dioxin-6-yl)oxy)-2-methylpiperidin-1-yl)-8,9-dimethyl-4H-pyrimido[1,2-b]pyridazin-4-one O1C2=C(OCC1)C=C(C=C2)O[C@@H]2C[C@H](N(CC2)C=2C(=C(C=1N(N2)C(C=CN1)=O)C)C)C